O[C@H]1[C@@H](COCC1)NC=1NC(/C(/N1)=C/C=1C=C2C=NN(C2=CC1)C)=O (4Z)-2-[[(3R,4R)-4-Hydroxytetrahydropyran-3-yl]amino]-4-[(1-methylindazol-5-yl)methylene]-1H-imidazol-5-one